tert-butyl (3-oxo-3-((2-(2,2,2-trifluoroacetamido)ethyl) amino)propyl)carbamate O=C(CCNC(OC(C)(C)C)=O)NCCNC(C(F)(F)F)=O